C(CCCCCC(C)(C)C)(=O)[O-].C(CCCCCC(C)(C)C)(=O)[O-].C(CCCCCC(C)(C)C)(=O)[O-].C(CCCCCC(C)(C)C)(=O)[O-].[Zr+4] zirconium (IV) tetraneodecanoate